4-[4-[4-(5-Hydroxypyridin-3-yl)naphthalene-1-carbonyl]piperazin-1-yl]-N-[3-nitro-4-(2-phenylsulfanylethylamino)phenyl]sulfonylbenzamide OC=1C=C(C=NC1)C1=CC=C(C2=CC=CC=C12)C(=O)N1CCN(CC1)C1=CC=C(C(=O)NS(=O)(=O)C2=CC(=C(C=C2)NCCSC2=CC=CC=C2)[N+](=O)[O-])C=C1